COC1=C(C=C2C(=NC(=NC2=C1)C)N[C@H](C)C=1C(=C(C#N)C=CC1)C)N1CCN(CC1)C (R)-3-(1-((7-methoxy-2-methyl-6-(4-methylpiperazin-1-yl)quinazolin-4-yl)amino)ethyl)-2-methylbenzonitrile